COC1=CC(=NC(=N1)C1=CN=CS1)C(=O)NC1CCC(CC1)OC 6-methoxy-N-((1r,4r)-4-methoxycyclohexyl)-2-(thiazol-5-yl)pyrimidine-4-carboxamide